NCC=1C=C(C=CC1)C1=CC=CC2=C1C(=CO2)COC2=C(C=CC=C2)CC(=O)O 2-(2-((4-(3-(aminomethyl)phenyl)benzofuran-3-yl)methoxy)phenyl)acetic acid